OCOOC1=NC=CC=N1 hydroxymethyl-dioxypyrimidine